C(C)[C@]1(C(OCC=2C(N3CC=4N(C5=CC=C(C=C5C(C4C3=CC21)=O)F)C=2C=NN(C2)C)=O)=O)O (S)-4-ethyl-8-fluoro-4-hydroxy-11-(1-methyl-1H-pyrazol-4-yl)-1H-pyrano[3',4':6,7]indolizino[2,1-b]quinoline-3,6,14(4H,11H,12H)-trione